BrC=1C=C(C=CC1NCC1=CC=C(C=C1)OC(F)(F)F)S(=O)(=O)N(C)CC1=CC=C(C=C1)OC 3-bromo-N-[(4-methoxyphenyl)methyl]-N-methyl-4-[[4-(trifluoromethoxy)phenyl]methylamino]benzenesulfonamide